C(C)N(C1=NC=2N(C3=CC(=CC=C13)COC)C=NN2)C2=CC=CC=C2 N-Ethyl-8-(methoxymethyl)-N-Phenyl-[1,2,4]triazolo[4,3-a]quinazolin-5-amine